N,7-diethyl-N-[(E)-(1-hydroxy-3H-2,1-benzoxazolylpentan-5-yl)methyleneamino]Pyrrolo[2,3-d]Pyrimidin-4-amine C(C)N(C=1C2=C(N=CN1)N(C=C2)CC)/N=C/C(CCCC)C2ON(C1=C2C=CC=C1)O